2-(2,4,6-trimethylphenyl)formyloxy-1,3-propanediol CC1=C(C(=CC(=C1)C)C)C(=O)OC(CO)CO